L-5-carbonyl-hexanoic acid C(=O)=C(CCCC(=O)O)C